(2,6-dibenzylidene-1,4-phenylene) ether C(C1=CC=CC=C1)=C1C2C(C=C(C1)O2)=CC2=CC=CC=C2